N-(3,3,3-trifluoropropyl)oxetan-3-carboxamid FC(CCNC(=O)C1COC1)(F)F